COC(=O)C(CCCCCCC)CC Decane-8-carboxylic acid methyl ester